CN1N=C(C=C1)C1=C2C=CN(C(C2=CN=C1)=O)CC=1N=C2N(C=C(C=C2)C)C1 5-(1-methyl-1H-pyrazol-3-yl)-2-({6-methylimidazo[1,2-a]pyridin-2-yl}methyl)-1,2-dihydro-2,7-naphthyridin-1-one